NC=1C=2N(C=CN1)C(=NC2Cl)[C@@H](C)C=2C(=C(C(=C(C2)Cl)C)C=2C=CC(=NC2)C(=O)N(C)C)OCC (S)-5-(3-(1-(8-amino-1-chloroimidazo[1,5-a]pyrazin-3-yl)ethyl)-5-chloro-2-ethoxy-6-methylphenyl)-N,N-dimethylpyridine-2-carboxamide